CC=1C=CC=NC1NC1=NNC(=C1)C 5-methyl-6-((5-methyl-1H-pyrazol-3-yl)amino)pyridin